4-(7-(Aminomethyl)-3-(4-methylphenyl)quinoxalin-2-yl)benzonitrile NCC1=CC=C2N=C(C(=NC2=C1)C1=CC=C(C#N)C=C1)C1=CC=C(C=C1)C